hexahydrocurcumin COC1C=C(CCC(=O)CC(O)CCC2C=CC(O)=C(OC)C=2)C=CC=1O